N1=CC=NC2=CC(=CC=C12)C=1C=CN2N=C(N=CC21)C2(CCC(CC2)N)N 1-(5-(quinoxalin-6-yl)pyrrolo[2,1-f][1,2,4]triazin-2-yl)cyclohexane-1,4-diamine